(2R,3R,4S,5S)-N-methyl-4-(1-methyl-4-(trifluoromethyl)-1H-imidazol-2-yl)cubane-1-carboxamide Tert-butyl-methyl(2-oxoethyl)carbamate C(C)(C)(C)OC(N(CC=O)C)=O.CNC(=O)C12C3C4C5(C3C1C5C24)C=2N(C=C(N2)C(F)(F)F)C